(S)-6-fluoro-1-methyl-1,2,3,4-tetrahydroisoquinoline FC=1C=C2CCN[C@H](C2=CC1)C